CN(C(=O)C=1C=NN2C1CN(CC2)C(=O)C=2NC1=CC=C(C(=C1C2)F)F)C2(CC2)C2=CC=C(C(=O)O)C=C2 4-{1-[N-methyl-5-(4,5-difluoro-1H-indole-2-carbonyl)-4H,5H,6H,7H-pyrazolo[1,5-a]pyrazine-3-amido]cyclopropyl}benzoic acid